C(C)(C)(C)N1N=NC(=C1)C(=O)NCC1CCN(CCC1)C=1C=2N(C=C(N1)C=1C=NN(C1)C)N=CC2 1-(tert-butyl)-N-((1-(6-(1-methyl-1H-pyrazol-4-yl)pyrazolo[1,5-a]pyrazin-4-yl)azepan-4-yl)methyl)-1H-1,2,3-triazole-4-carboxamide